4-((3-(4-(((1S,4S)-4-(1,1-dioxidothiomorpholino)cyclohexyl)amino)-1-(2,2,2-trifluoroethyl)-1H-indol-2-yl)prop-2-yn-1-yl)amino)-3-methoxy-N-methylbenzamide O=S1(CCN(CC1)C1CCC(CC1)NC1=C2C=C(N(C2=CC=C1)CC(F)(F)F)C#CCNC1=C(C=C(C(=O)NC)C=C1)OC)=O